1-acetyl-2-oxoindole C(C)(=O)N1C(CC2=CC=CC=C12)=O